(2-ethoxypropyl) carbamate C(N)(OCC(C)OCC)=O